N1C=C(C=C1)CNC1=C(C(=C(C=C1)NC(CCCCCC)=O)N)F N-(4-(((1H-pyrrol-3-yl)methyl)amino)-2-amino-3-fluorophenyl)heptanamide